3-((2-amino-6-(3-ethoxy-3-oxoprop-1-en-1-yl)-5-(2-methoxybenzyl)-pyrimidin-4-yl)amino)heptanoic acid tert-butyl ester C(C)(C)(C)OC(CC(CCCC)NC1=NC(=NC(=C1CC1=C(C=CC=C1)OC)C=CC(=O)OCC)N)=O